C1NC[C@H]2[C@@H]1CC(C2)N2C(=NC1=C3CC[C@@H](NC3=CC=C12)C)CC1=CC=CC=C1 (7S)-3-[(3aR,6aS)-Octahydrocyclopenta[c]pyrrol-5-yl]-2-benzyl-7-methyl-3H,6H,7H,8H,9H-imidazo[4,5-f]chinolin